potassium [[(tert-butoxycarbonyl)amino] methyl]trifluoroborate C(C)(C)(C)OC(=O)NC[B-](F)(F)F.[K+]